C(C1=CC=CC=C1)N1C=NC2=C1C=C(C=C2)C2=NNC(=C2)NC(C2=CC=C(C=C2)NCCCN(CC)CC)=O N-(3-(1-benzyl-1H-benzo[d]imidazol-6-yl)-1H-pyrazol-5-yl)-4-((3-(diethylamino)propyl)amino)benzamide